[Si].[Si].[Si].[Si].[F] fluorine tetrasilicon